2'-chloro-4'-(2-(thiophen-2-yl)ethoxy)-4,5,5',6'-tetrahydro-2H-Spiro[furan-3,8'-pyrano[3,4-b]pyridine] ClC1=CC(=C2C(=N1)C1(OCC2)COCC1)OCCC=1SC=CC1